C(C1=CC(=C(N)C=C1)Cl)C1=CC(=C(N)C=C1)Cl 4,4'-methylenebis(o-chloroaniline)